7-isobutyl-7,9-dihydro-1H-purine-6,8-dione C(C(C)C)N1C(NC=2N=CNC(C12)=O)=O